S-benzyl-isothiocyanoamide C(C1=CC=CC=C1)S=C=N[NH-]